N-[(5R,6S)-5-[(2,3'-difluoro[1,1'-biphenyl]-3-yl)methyl]-4-oxo-3-(propan-2-yl)-3,4,5,6,7,8-hexahydroquinazolin-6-yl]-1-fluoromethanesulfonamide FC1=C(C=CC=C1C[C@@H]1C=2C(N(C=NC2CC[C@@H]1NS(=O)(=O)CF)C(C)C)=O)C1=CC(=CC=C1)F